C(CCCCCC)C(OCCCCCC)O[Si](OCC(CCCCCCCC)CCCCCC)(C)C 8-heptyl-13-hexyl-10,10-dimethyl-7,9,11-trioxa-10-silaheneicosane